3-bromo-5-(methylsulfonyloxymethyl)benzoic acid methyl ester COC(C1=CC(=CC(=C1)COS(=O)(=O)C)Br)=O